2-(((2-methyl-6-(1-methyl-5-(((4-(pyrazin-2-yl)pyrimidin-2-yl)amino)methyl)-1H-1,2,3-triazol-4-yl)pyridin-3-yl)oxy)methyl)cyclohexane-1-carboxylic acid CC1=NC(=CC=C1OCC1C(CCCC1)C(=O)O)C=1N=NN(C1CNC1=NC=CC(=N1)C1=NC=CN=C1)C